4-bromo-3-((1-methyl-1H-pyrazol-3-yl)ethynyl)pyridine BrC1=C(C=NC=C1)C#CC1=NN(C=C1)C